[C@@H]1([C@H](O)[C@H](O)[C@H](O1)CO)N1CC(=CC=C1)C(=O)N 1,2-dihydro-1-beta-D-ribofuranosyl-3-pyridinecarboxamide